CCCCCCCC/C=C\\CCCCCCCC(=O)N[C@@H](CC(C)C)C(=O)O The molecule is an L-leucine derivative resulting from the formal condensation of the carboxy group of oleic acid with the amino group of L-leucine. It is a L-leucine derivative and a N-(fatty acyl)-L-alpha-amino acid. It derives from an oleic acid. It is a conjugate acid of a N-oleoyl-L-leucinate.